C(=O)(O)C=1C(=NC2=CC=CC(=C2C1)OCC(C(=O)NC(C)C)(C)C)C 3-carboxy-5-(3-(isopropylamino)-2,2-dimethyl-3-oxopropoxy)-2-methylquinolin